BrC=1C=C(N2N=CN=C(C21)N)C(CC)C=2N=NN(C2)C2=C(C=CC=C2)F 5-bromo-7-{1-[1-(2-fluorophenyl)-1H-1,2,3-triazol-4-yl]Propyl}pyrrolo[2,1-f][1,2,4]Triazin-4-amine